BrC=1C=CC(=C(C=O)C1)OCC1=CC=C(C=C1)F 5-bromo-2-((4-fluorobenzyl)oxy)benzaldehyde